N-cyclopentyl-N-ethyl-5-(4,4,5,5-tetramethyl-1,3,2-dioxaborolan-2-yl)pyrimidin-2-amine C1(CCCC1)N(C1=NC=C(C=N1)B1OC(C(O1)(C)C)(C)C)CC